6'-O-acetylgenistin CC(=O)OC[C@@H]1[C@H]([C@@H]([C@H]([C@@H](O1)OC2=CC(=C3C(=C2)OC=C(C3=O)C4=CC=C(C=C4)O)O)O)O)O